4-(N-(8'-(azetidin-1-yl-d6)-4'H-spiro[cyclopropane-1,5'-naphtho[2,1-d]isoxazol]-3'-yl)sulfamoyl)-3,5-dimethoxy-N-methylbenzamide N1(C(C(C1([2H])[2H])([2H])[2H])([2H])[2H])C1=CC=C2C3(CC=4C(=NOC4C2=C1)NS(=O)(=O)C1=C(C=C(C(=O)NC)C=C1OC)OC)CC3